5-methyloxazole-2-carboxamide CC1=CN=C(O1)C(=O)N